2-fluoro-6-[(4-methoxybenzyl)amino]-9-(oxepan-2-yl)-9H-purine FC1=NC(=C2N=CN(C2=N1)C1OCCCCC1)NCC1=CC=C(C=C1)OC